C(CCCCCCCCCCCCCCC)NC(N(C)C)=NCC hexadecyl-N,N-dimethylethylguanidine